C(N)(=N)N1CCC(=CC1)C1=C(C=C(C(=O)NC2=CC(=C(C=C2)C=2CCN(CC2)C(N)=N)OC)C=C1)C 4-(1-carbamimidoyl-1,2,3,6-tetrahydro-pyridin-4-yl)-N-[4-(1-carbamimidoyl-1,2,3,6-tetrahydro-pyridin-4-yl)-3-methoxy-phenyl]-3-methyl-benzamide